CN(C(C[Si](OCC)(OCC)OCC)C)C (2-dimethylaminopropyl)triethoxysilane